BrC1=CC=C(C2=CC=CC=C12)C[C@@H](C(=O)OC)NC(C1=C(C=C(C=C1F)N[C@@H](C(F)(F)F)CC)F)=O methyl (S)-3-(4-bromonaphthalen-1-yl)-2-(2,6-difluoro-4-(((R)-1,1,1-trifluorobutan-2-yl)amino)benzamido)propanoate